C(C)(=O)OC=1C=C2C(C=CNC2=CC1OC)=O 7-methoxy-4-oxo-1,4-dihydro-quinolin-6-yl acetate